CN(C/C=C/C(=O)N1CC=2N(CC1)N=C(C2C2=CC=NC=C2)C2=CC=C(C=C2)OC(F)(F)F)C (2E)-4-(dimethylamino)-1-[3-(pyridin-4-yl)-2-[4-(trifluoromethoxy)phenyl]-6,7-dihydropyrazolo[1,5-a]pyrazin-5(4H)-yl]but-2-en-1-one